C(C=C)(=O)OCCC[Si](F)(F)F acryloxypropyltrifluorosilane